Dimethyl 5-(2-((2-oxo-2-phenyl-1λ2-ethyl)amino)acetamido)-isophthalate O=C([C]NCC(=O)NC=1C=C(C=C(C(=O)OC)C1)C(=O)OC)C1=CC=CC=C1